(5'S,7a'R)-5'-phenyl-3-[(pyrrolo[1,2-b]pyridazin-4-yl)oxy]tetrahydro-3'H-spiro[cyclobutane-1,2'-pyrrolo[2,1-b][1,3]oxazol]-3'-one C1(=CC=CC=C1)[C@@H]1CC[C@H]2OC3(C(N21)=O)CC(C3)OC=3C=2N(N=CC3)C=CC2